CCCCCCCCCCCCCCCC/C=C\OC[C@H](CO)O 1-(1Z-octadecenyl)-sn-glycerol